(±)-(4aR,13bR)-11-chloro-4-methyl-10-(trifluoromethyl)-1,2,3,4,4a,5,6,13b-octahydro-8H-[1,6]naphthyridino[5,6-b]quinazolin-8-one ClC1=C(C=C2C(N3C(=NC2=C1)[C@@H]1CCCN([C@@H]1CC3)C)=O)C(F)(F)F |r|